benzindole iodide [I-].N1C=CC2=CC=C3C(=C12)C=CC=C3